C(#N)CC(=O)NC1=NC=CC(=C1)C1=NC=CC(=C1)C=1C=C(C=CC1C)NC(C1=CC(=NC=C1)C(F)(F)F)=O N-(3-(2'-(2-cyanoacetamido)-[2,4'-bipyridin]-4-yl)-4-methylphenyl)-2-(trifluoromethyl)isonicotinamide